N-[(1S)-1-(dicyclopropyl-methyl)-2-oxo-2-[[1-[[3-(2,2,2-trifluoro-1-methyl-ethyl)triazol-4-yl]methyl]-pyrazol-4-yl]amino]ethyl]-2-isopropyl-pyrazole-3-carboxamide C1(CC1)C([C@@H](C(NC=1C=NN(C1)CC=1N(N=NC1)C(C(F)(F)F)C)=O)NC(=O)C=1N(N=CC1)C(C)C)C1CC1